1,2,2-trimethyl-5-(4,4,5,5-tetramethyl-1,3,2-dioxaborolan-2-yl)-3H-indole CN1C(CC2=CC(=CC=C12)B1OC(C(O1)(C)C)(C)C)(C)C